S(C)(=O)(=O)[O-].S(C)(=O)(=O)[O-].C[Sn+2]C dimethyltin dimesylate